14-dodecanoyloxy-tetradecanoic acid C(CCCCCCCCCCC)(=O)OCCCCCCCCCCCCCC(=O)O